ClC=1C=C2C(CCC2=CC1Cl)O 5,6-dichloro-3-oxyl-2,3-dihydro-1H-indene